ClC1=CC=C(C=C1)C1=NN=C(O1)N1CCC(CC1)C(=O)NC1=NC2=CC=C(C=C2C=C1)Cl 1-(5-(4-chlorophenyl)-1,3,4-oxadiazol-2-yl)-N-(6-chloroquinolin-2-yl)piperidine-4-carboxamide